C(C=C)(=O)N1CCN(CC1)C1=CC=C(C=C1)C=1C=2N(C=C(C1)C=1C=NN(C1)C1CCOCC1)N=CC2C#N 4-(4-(4-Acryloylpiperazin-1-yl)phenyl)-6-(1-(tetrahydro-2H-pyran-4-yl)-1H-pyrazol-4-yl)pyrazolo[1,5-a]pyridine-3-carbonitrile